(3S)-3-({1-cyclopentyl-5-[2-(trifluoromethyl)phenyl]-1H-pyrazol-3-yl}formamido)-5-[(3S,4R)-3,4-difluoropiperidin-1-yl]pentanoic acid C1(CCCC1)N1N=C(C=C1C1=C(C=CC=C1)C(F)(F)F)C(=O)N[C@H](CC(=O)O)CCN1C[C@@H]([C@@H](CC1)F)F